ClC1=NN(C=C1C1=NC=CC(=N1)NC=1N=CC2=C(C=CC(=C2C1)C(C)C)N1[C@@H]([C@H](C1)CS(=O)(=O)C)C)CCOC N-(2-(3-chloro-1-(2-methoxyethyl)-1H-pyrazol-4-yl)pyrimidin-4-yl)-5-isopropyl-8-((2R,3S)-2-methyl-3-((methylsulfonyl)methyl)azetidin-1-yl)isoquinolin-3-amine